Phosphinyl Chloride [PH2](=O)Cl